2,4,6-Tris(3'-(pyridin-3-yl)biphen-3-yl)-1,3,5-triazine N1=CC(=CC=C1)C=1C=C(C=2C=CC=C(C2)C2=NC(=NC(=N2)C2=CC=CC(=C2)C2=CC(=CC=C2)C=2C=NC=CC2)C2=CC=CC(=C2)C2=CC(=CC=C2)C=2C=NC=CC2)C=CC1